C(C)(C)(C)C(C(=O)NC)(CO)N1C(C2=CC(=CC=C2C1)C1=NC(=NC=C1Cl)NC1=CNOC=C1)=O tert-butyl-2-(6-{5-chloro-2-[(oxazin-4-yl)amino]pyrimidin-4-yl}-1-oxo-2,3-dihydro-1H-isoindol-2-yl)-3-hydroxy-N-methylpropanamide